N-Phthalimido-4-Nitro-L-Phenylalanine Ethyl Ester C(C)OC([C@@H](NN1C(C=2C(C1=O)=CC=CC2)=O)CC2=CC=C(C=C2)[N+](=O)[O-])=O